O=C1N(CCC(N1)=O)C1=NN(C2=C(C(=CC=C12)N1CC2CN(CC2C1)C(=O)OC(C)(C)C)F)C tert-butyl 2-[3-(2,4-dioxohexahydropyrimidin-1-yl)-7-fluoro-1-methyl-indazol-6-yl]-1,3,3a,4,6,6a-hexahydropyrrolo[3,4-c]pyrrole-5-carboxylate